acryloyloxypropyltetramethyldisiloxane C(C=C)(=O)OCCC[SiH](O[Si](C)(C)C)C